3-(4-(tert-butyl)pyridin-2-yl)phenol C(C)(C)(C)C1=CC(=NC=C1)C=1C=C(C=CC1)O